4-(6-Cyclohex-1-enyl-3-hydroxy-pyridin-2-yl)-4-oxo-butyric acid ethyl ester C(C)OC(CCC(=O)C1=NC(=CC=C1O)C1=CCCCC1)=O